CON(C(=O)C=1N(C(N=CC1)C)OC)C 3-methoxy-2-methyl-pyrimidine-4-carboxylic acid methoxy-methyl-amide